t-butyl (3r,5's)-5'-carbamoyl-6-cyano-2-oxospiro[indole-3,3'-pyrrolidine]-1'-carboxylate C(N)(=O)[C@@H]1C[C@@]2(CN1C(=O)OC(C)(C)C)C(NC1=CC(=CC=C12)C#N)=O